F[C@H]1CN(CC[C@@H]1N1CC(C1)C1=CC=CC=2N(C(N(C21)C)=O)C2C(N(C(CC2)=O)CC2=CC=C(C=C2)OC)=O)C(=O)OC(C)(C)C 1-Tert-butyl (3S,4S)-3-fluoro-4-[3-[1-[1-[(4-methoxyphenyl)methyl]-2,6-dioxo-3-piperidyl]-3-methyl-2-oxo-benzimidazol-4-yl]azetidin-1-yl]piperidine-1-carboxylate